C(#N)C1=C(C=CC(=N1)C=1C=NC(=CC1NC1=NC(=NC(=C1)C)C(C)(F)F)NC(C)=O)F N-(6-cyano-4'-((2-(1,1-difluoroethyl)-6-methylpyrimidin-4-yl)amino)-5-fluoro-[2,3'-bipyridin]-6'-yl)acetamide